CC1=C(N=C2N(C1=O)C=C(C=C2[C@@H](C)NC2=C(C(=O)O)C=CC=C2)C)N2CCN(CC2)C2=NC=C(C=C2)C(F)(F)F (R)-2-((1-(3,7-dimethyl-4-oxo-2-(4-(5-(trifluoromethyl)pyridin-2-yl)piperazin-1-yl)-4H-pyrido[1,2-a]pyrimidin-9-yl)ethyl)amino)benzoic acid